N1=CC=CC2=CC3=NC=CC=C3C=C12 1,5-Diaza-anthracen